3-(2-((1H-imidazol-4-yl)methoxy)phenyl)-5-fluoropyridine N1C=NC(=C1)COC1=C(C=CC=C1)C=1C=NC=C(C1)F